Methyl (e)-3-(2-chloro-6-fluorophenyl)-5-(2-(dimethylamino)vinyl)isoxazole-4-carboxylate ClC1=C(C(=CC=C1)F)C1=NOC(=C1C(=O)OC)\C=C\N(C)C